1-(but-3-en-1-yloxy)naphthalene C(CC=C)OC1=CC=CC2=CC=CC=C12